tert-butyl (R)-4-(((S)-1-aminopropan-2-yl)(methyl)amino)-3-(3-(difluoromethyl)benzyl)-4-oxobutanoate NC[C@H](C)N(C([C@@H](CC(=O)OC(C)(C)C)CC1=CC(=CC=C1)C(F)F)=O)C